pyrrolidine-1,3-Dicarboxylate N1(CC(CC1)C(=O)[O-])C(=O)[O-]